ClC=1C=C2C(C(=CN(C2=CC1N1C2CC2C[C@@H]1COC1=NC=CC=C1Cl)C=1C=NC(=CC1)N1CC(C1)N(C)C)C(=O)O)=O 6-chloro-7-((3R)-3-(((3-chloropyridin-2-yl)oxy)methyl)-2-azabicyclo[3.1.0]hexan-2-yl)-1-(6-(3-(dimethylamino)azetidin-1-yl)pyridin-3-yl)-4-oxo-1,4-dihydroquinoline-3-carboxylic acid